N-(2-chlorophenyl)-4-((2-((4-(((1r,4r)-4-((4-(4-(2,6-dioxopiperidin-3-yl)phenyl)piperazin-1-yl)methyl)cyclohexyl)carbamoyl)phenyl)amino)-5-fluoropyrimidin-4-yl)amino)benzamide ClC1=C(C=CC=C1)NC(C1=CC=C(C=C1)NC1=NC(=NC=C1F)NC1=CC=C(C=C1)C(NC1CCC(CC1)CN1CCN(CC1)C1=CC=C(C=C1)C1C(NC(CC1)=O)=O)=O)=O